C(C)(C)(C)OC(NC1=CNC2=CC=C(C=C12)Br)=O.C(C)C1=CC=C(C=C1)N1N=CC(=C1)C=1C=C2C(=CNC2=CC1)NC(OC(C)(C)C)=O tert-butyl N-[5-[1-(4-ethylphenyl)pyrazol-4-yl]-1H-indol-3-yl]carbamate Tert-butyl-N-(5-bromo-1H-indol-3-yl)carbamate